5-(4-(Cyclopropylmethoxy)-2-fluorophenyl)-4-fluoro-1H-pyrrole-3-carboxylic acid methyl ester COC(=O)C1=CNC(=C1F)C1=C(C=C(C=C1)OCC1CC1)F